2-hydroxy-3-nitrobenzaldehyde OC1=C(C=O)C=CC=C1[N+](=O)[O-]